FC(CN1N=CC2=CC=C(C=C12)COC1=CC=CC(=N1)C1CCN(CC1)[C@@H](C)C1=NC2=C(N1C[C@H]1OCC1)C=C(C=C2)C(=O)O)F 2-((S)-1-(4-(6-((1-(2,2-difluoroethyl)-1H-indazol-6-yl)methoxy)pyridine-2-yl)piperidin-1-yl)ethyl)-1-(((S)-oxetan-2-yl)methyl)-1H-benzo[d]imidazole-6-carboxylic acid